N-(8,9-difluoro-6-oxo-1,4,5,6-tetrahydro-2H-pyrano[3,4-c]isoquinolin-1-yl)-N-methyl-5-(trifluoromethyl)isoindoline-2-carboxamide FC=1C(=CC=2C3=C(NC(C2C1)=O)COCC3N(C(=O)N3CC1=CC=C(C=C1C3)C(F)(F)F)C)F